OCCOC1=CC=C(C=C1)[C@H]1NC(N(C1=O)[C@H](C(=O)NC1=C(C=C(C=C1)I)C)[C@@H](C)C1=CC=CC=C1)=O (2s,3s)-2-{(R)-4-[4-(2-hydroxy-ethoxy)-phenyl]-2,5-dioxo-imidazolin-1-yl}-N-(4-iodo-2-methyl-phenyl)-3-phenyl-butyramide